4,4-dichloro-3-methylpiperidine-1-carboxylic acid benzyl ester C(C1=CC=CC=C1)OC(=O)N1CC(C(CC1)(Cl)Cl)C